4,6-Dibromo-5-[(4-methoxy-6-morpholino-1,3,5-triazin-2-yl)oxy]-1H-indole-3-yl β-D-glucopyranoside O([C@H]1[C@H](O)[C@@H](O)[C@H](O)[C@H](O1)CO)C1=CNC2=CC(=C(C(=C12)Br)OC1=NC(=NC(=N1)OC)N1CCOCC1)Br